C(C)(C)(C)C1=CC=C(C=C1)S(=O)(=O)N1CCC(CC1)CN1N=NC(=C1)C1=C(NC2=CC=C(C=C12)F)C(=O)OCC(C)C Isobutyl 3-(1-((1-((4-(tert-butyl)phenyl)sulfonyl)piperidin-4-yl)methyl)-1H-1,2,3-triazol-4-yl)-5-fluoro-1H-indol-2-carboxylat